diethyl 2-cyano-2,3-diisohexylsuccinate C(#N)C(C(=O)OCC)(C(C(=O)OCC)CCCC(C)C)CCCC(C)C